(5RS)-5-(2-bromo-4-methylbenzyl)-3-[3-(3-chloro-2-fluorophenoxy)-6-methylpyridazin-4-yl]-5,6-dihydro-4H-1,2,4-oxadiazine BrC1=C(C[C@H]2NC(=NOC2)C2=C(N=NC(=C2)C)OC2=C(C(=CC=C2)Cl)F)C=CC(=C1)C |r|